FC1=C(OC2=CC=NC3=CC(=C(C=C23)OC)OC)C(=CC(=C1)[N+](=O)[O-])F 4-(2,6-difluoro-4-nitrophenoxy)-6,7-dimethoxyquinoline